4-{4-[1-(3-Chlorophenyl)-1H-pyrazol-3-yl]piperidin-1-yl}-1-methyl-2-oxo-1,2-dihydroquinoline-3-carbonitrile ClC=1C=C(C=CC1)N1N=C(C=C1)C1CCN(CC1)C1=C(C(N(C2=CC=CC=C12)C)=O)C#N